C(C)C=1C(=NC=CC1OC1=C(C=C(C=C1)NC(=O)C=1N=NN(C1C)C1=CC=CC=C1)F)C(=O)N Ethyl-4-(2-fluoro-4-(5-methyl-1-phenyl-1H-1,2,3-triazole-4-carboxamido)phenoxy)pyridinecarboxamide